2-(2-aminophenyl)butyric acid-sodium salt [Na+].NC1=C(C=CC=C1)C(C(=O)[O-])CC